[5-(propan-2-yl)-1H-pyrazol-3-yl]methanone CC(C)C1=CC(=NN1)C=O